C(C)C1CCC(CC1)C1=CC=C(C=C1)B1OC(C(O1)(C)C)(C)C 2-(4-((1r,4r)-4-ethylcyclohexyl)phenyl)-4,4,5,5-tetramethyl-1,3,2-dioxaborolane